N[C@@H](C=O)[C@@H](O)[C@H](O)[C@H](O)CO 2-deoxy-2-aminoglucose